6-fluoro-3-[[2-fluoro-3-(methylsulfinylamino)phenyl]methyl]-7-[(3-fluoro-2-pyridinyl)oxy]-4-methyl-chromen-2-one FC=1C=C2C(=C(C(OC2=CC1OC1=NC=CC=C1F)=O)CC1=C(C(=CC=C1)NS(=O)C)F)C